N,N-dimethyl-oxamide CN(C(=O)C(=O)N)C